ClC=1C=CC2=C(C(=NC3=C(O2)C=CC=C3)N3CCN(CC3)CC3=NC(NN3)=O)C1 5-((4-(2-Chlorodibenzo[b,f][1,4]oxazepin-11-yl)piperazin-1-yl)methyl)-1,2-dihydro-3H-1,2,4-triazol-3-one